C(C(=C)C)(=O)OCC1CSC(O1)=O 5-(Methacryloyloxy)methyl-1,3-oxathiolan-2-on